BrC=1C=C2C(=NNC2=CC1)C(=O)NC1=CC=CC=C1 5-bromo-N-phenyl-1H-indazole-3-carboxamide